3-chloro-4-(trifluoromethyl)benzamide hydrochloride Cl.ClC=1C=C(C(=O)N)C=CC1C(F)(F)F